2-(4-chloro-3-methylphenoxy)-N-(3-{3-[(4-chlorophenoxy)methyl]-1,2,4-oxadiazol-5-yl}bicyclo[1.1.1]pentan-1-yl)acetamide ClC1=C(C=C(OCC(=O)NC23CC(C2)(C3)C3=NC(=NO3)COC3=CC=C(C=C3)Cl)C=C1)C